FC=1C=NC=2C3=C(CCC2C1)C=CC=C3 3-fluoro-5,6-dihydrobenzo[h]quinoline